(3-(fluoromethyl)oxetan-3-yl)methanol FCC1(COC1)CO